thieno[3,4-b][1,4]oxazin O1C=2C(N=CC1)=CSC2